6-(1-(1-ethoxyethyl)-1H-pyrazol-4-yl)-N-((3S,4S)-3-fluorotetrahydro-2H-pyran-4-yl)-5-isopropoxy-[1,2,4]triazolo[1,5-a]pyrazin-2-amine C(C)OC(C)N1N=CC(=C1)C=1N=CC=2N(C1OC(C)C)N=C(N2)N[C@@H]2[C@@H](COCC2)F